phenoxyl-iodine O(C1=CC=CC=C1)I